NC=1NC(C=2N(C=NC2N1)CC)=O 2-amino-7-ethyl-1H-purin-6(7H)-one